N-(3-(4-methyl-6-(pyridin-2-ylamino)pyridin-2-yl)phenyl)acrylamide CC1=CC(=NC(=C1)NC1=NC=CC=C1)C=1C=C(C=CC1)NC(C=C)=O